trithiainine S1SSCC=C1